O1C(=NN=C1)N1CC2(C1)C[C@@H](CC2)N2CCC(CC2)C2=C(C=CC=C2)C2CCC(CC2)O (1R,4R)-4-(2-(1-((R)-2-(1,3,4-oxadiazol-2-yl)-2-azaspiro[3.4]oct-6-yl)piperidin-4-yl)phenyl)cyclohexan-1-ol